dimethyl-4,6'-diaminobiphenyl CC=1C(=C(C=CC1N)C1=CC=CC=C1N)C